5-((3-(2-(diethylamino)ethyl)-1H-indol-4-yl)oxy)-5-oxopentanoic acid C(C)N(CCC1=CNC2=CC=CC(=C12)OC(CCCC(=O)O)=O)CC